2-fluoro-5-nitro-4-(piperidin-1-yl)benzonitrile FC1=C(C#N)C=C(C(=C1)N1CCCCC1)[N+](=O)[O-]